C(#C)C1=CC=C(C=C1)N1CCCC1 1-(4-ethynylphenyl)pyrrolidine